N-(2-methoxy-5-(4-(piperidin-4-yl)pyrido[3,2-d]pyrimidin-6-yl)pyridin-3-yl)-2,4-dimethylthiazole-5-sulfonamide trifluoroacetate FC(C(=O)O)(F)F.COC1=NC=C(C=C1NS(=O)(=O)C1=C(N=C(S1)C)C)C=1C=CC=2N=CN=C(C2N1)C1CCNCC1